(5-amino-2-(((6-methylpyridin-2-yl)methyl)amino)-8-(pyrimidin-4-yl)-[1,2,4]triazolo[1,5-c]pyrimidin-7-yl)benzonitrile NC1=NC(=C(C=2N1N=C(N2)NCC2=NC(=CC=C2)C)C2=NC=NC=C2)C2=C(C#N)C=CC=C2